ethyl 2-(3-bromo-4-methylphenyl)-2-oxoacetate BrC=1C=C(C=CC1C)C(C(=O)OCC)=O